CC=1C=C(C=C2C(NC(=NC12)C1=CC2=C(C=N1)C=CS2)=O)O[C@H]2CN(C(C2)=O)C 8-methyl-6-[(3R)-1-methyl-5-oxo-pyrrolidin-3-yl]oxy-2-thieno[3,2-c]pyridin-6-yl-3H-quinazolin-4-one